1-(1-naphthyl)-3,5-dibromobenzene C1(=CC=CC2=CC=CC=C12)C1=CC(=CC(=C1)Br)Br